6-(Hydroxymethyl)-6,9-dimethyl-3-pentyl-6a,7,8,10a-tetrahydrobenzo[c]chromen-1-ol OCC1(OC=2C=C(C=C(C2C2C1CCC(=C2)C)O)CCCCC)C